C(C)(C)(C)C=1C=C(CCC(=O)NCCCCCCNC(CCC2=CC(=C(C(=C2)C(C)(C)C)O)C(C)(C)C)=O)C=C(C1O)C(C)(C)C N,N'-hexamethylenebis(3,5-di-tert-butyl-4-hydroxy-hydrocinnamamide)